COCCNC1=CC=C(C=C1)N N-(β-methoxyethyl)para-phenylenediamine